C(C)(C)(C)N(OC(C(=O)O)(C)C)C(C(C)(C)C)P(=O)(OCC)OCC 2-([tert-butyl-[1-(diethoxyphosphoryl)-2,2-dimethylpropyl]amino]oxy)-2-methylpropanoic acid